{2-[4-amino-7-(1H-pyrazol-3-yl)-2H-pyrazolo[3,4-c]quinolin-2-yl]ethyl}-6-fluoro-2,3-dihydro-1H-isoindol-1-one NC1=NC=2C=C(C=CC2C=2C1=NN(C2)CCN2C(C1=CC(=CC=C1C2)F)=O)C2=NNC=C2